3-methyl-5-(N-(5,6,7,8-tetrahydronaphthalen-1-yl)sulfamoyl)benzofuran-2-carboxylic acid CC1=C(OC2=C1C=C(C=C2)S(NC2=CC=CC=1CCCCC21)(=O)=O)C(=O)O